2-(4-(2-(1,4-dioxan-2-yl)-1,1-difluoroethyl)phenyl)-4,4,5,5-tetramethyl-1,3,2-dioxaborolane O1C(COCC1)CC(F)(F)C1=CC=C(C=C1)B1OC(C(O1)(C)C)(C)C